ClC=1C=CC(=C(C1)C=1C(=CC(=CC1)C(N[C@H](CCC)C1=CC=CC=C1)=O)C(=O)O)C1=NC2=C(N1)C=CC(=C2)OC(F)(F)F 5'-chloro-4-{[(1R)-1-phenylbutyl]carbamoyl}-2'-[5-(trifluoromethoxy)-1H-1,3-benzodiazol-2-yl]-[1,1'-biphenyl]-2-carboxylic acid